C(OC)(OC1(CCCCC1)C)=O methyl (1-methylcyclohexyl) carbonate